S-(2-((5-methylpyridin-2-yl)amino)-2-oxoethyl) ethanethioate C(C)(SCC(=O)NC1=NC=C(C=C1)C)=O